2-(4-methylpiperidin-4-yl)-5-(propan-2-yl)-1,3-benzoxazole CC1(CCNCC1)C=1OC2=C(N1)C=C(C=C2)C(C)C